FC(C=1C=C(C=CC1F)C=1C=C2C(=NC1)C=NN2CC(=O)N2C[C@](CC2)(C)O)F |r| (Racemic)-2-[6-[3-(Difluoromethyl)-4-fluoro-phenyl]pyrazolo[4,3-b]pyridin-1-yl]-1-(3-hydroxy-3-methyl-pyrrolidin-1-yl)ethanone